2,N4-dibenzyl-6-(1-methoxycyclopentyl)-1,2,4-triazine C(C1=CC=CC=C1)N1NC(=CN(C1)CC1=CC=CC=C1)C1(CCCC1)OC